O=C1NC(CCC1N1C(C2=CC=CC(=C2C1=O)NCCCCCCS(=O)(=O)[O-])=O)=O 5-((2-(2,6-dioxopiperidine-3-yl)-1,3-dioxoisoindolin-4-yl)amino)pentylmethanesulfonate